3-[(2-Methyl-2-propanyl)disulfanyl]-1-propanol CC(C)(C)SSCCCO